7-benzyl-8,8-dimethyl-5,6,7,8-tetrahydropyrido[3,4-d]pyrimidine C(C1=CC=CC=C1)N1C(C=2N=CN=CC2CC1)(C)C